(4-(2-(2-Aminopyridin-3-yl)-5-phenyl-3H-imidazo[4,5-b]pyridin-3-yl)benzyl)-3-((2-methoxy-3,4-dioxocyclobut-1-en-1-yl)amino)benzamide NC1=NC=CC=C1C1=NC=2C(=NC(=CC2)C2=CC=CC=C2)N1C1=CC=C(CC2=C(C(=O)N)C=CC=C2NC2=C(C(C2=O)=O)OC)C=C1